cyclohepta[1,2,3-de]naphthalene-6-ol C1=C2C=3C(=C(C=CC3C=C1)O)C=CC=C2